C(#N)[C@H](C[C@H]1C(NCCC1)=O)NC(=O)[C@@H]1N(C[C@H]2[C@@H]1CCC2(F)F)C(=O)C2(C1=CC=CC=C1C=1C=CC=CC21)O (1R,3aR,6aS)-N-((S)-1-cyano-2-((S)-2-oxopiperidin-3-yl)ethyl)-4,4-difluoro-2-(9-hydroxy-9H-fluorene-9-carbonyl)octahydrocyclopenta[c]pyrrole-1-carboxamide